3-(5-(1-(Difluoromethyl)-3-(pyrimidin-5-yl)-1H-pyrazol-4-yl)-1-oxoisoindolin-2-yl)piperidine-2,6-dione FC(N1N=C(C(=C1)C=1C=C2CN(C(C2=CC1)=O)C1C(NC(CC1)=O)=O)C=1C=NC=NC1)F